7-(4-(3-(2,4-dioxotetrahydropyrimidin-1(2H)-yl)-1-methyl-1H-indazol-6-yl)piperidin-1-yl)-7-oxoheptanoic acid O=C1N(CCC(N1)=O)C1=NN(C2=CC(=CC=C12)C1CCN(CC1)C(CCCCCC(=O)O)=O)C